BrCC1(CCC1)C#N 1-(bromomethyl)cyclobutanecarbonitrile